ClC1=C(C=CC=C1)CS(=O)(=O)NC1=CC=C(C=C1)C1=NNC(=C1C(=O)N)NC1=NC(=CC=C1)C(F)(F)F 3-(4-(((2-chlorophenyl)methyl)sulfonamido)phenyl)-5-((6-(trifluoromethyl)pyridin-2-yl)amino)-1H-pyrazole-4-carboxamide